Nα-acetyl-L-leucine C(C)(=O)N[C@@H](CC(C)C)C(=O)O